C(C)(C)(C)OC(=O)N1C(CN(C(C1)Cl)Cl)C1=C(C=CC=C1)CNNS(=O)(=O)CC1=CC=CC=C1 4,5-dichloro-2-(((2-toluenesulfonylhydrazino)methyl)phenyl)piperazine-1-carboxylic acid tert-butyl ester